[Sn].[Pt] Platinum-Tin